FC1(C(C1)CNC(=O)C1=CC2=CN(N=C2C=C1)C=1C=NC=CC1)F N-[(2,2-difluorocyclopropyl)methyl]-2-(3-pyridinyl)-2H-indazole-5-carboxamide